(1s,2r)-2-((E)-1-phenylbut-1-en-2-yl)cyclopropane-1-amine (S)-2-hydroxy-2-phenylacetate O[C@H](C(=O)O)C1=CC=CC=C1.C1(=CC=CC=C1)\C=C(/CC)\[C@@H]1[C@H](C1)N